5,6,7,8,9,10-Hexahydro-4H-cyclonon[b]thiophene-2-carboxylic acid S1C2=C(C=C1C(=O)O)CCCCCCC2